2-(p-tolyl)-1-toluenesulfonamide C1(=CC=C(C=C1)C1C(C)(C=CC=C1)S(=O)(=O)N)C